8-methoxy-2,6-dimethyl-8-(trifluoromethyl)-6,8-dihydro-3H-pyrrolo[2,3-g]quinazoline-4,7-dione COC1(C(N(C=2C=C3C(NC(=NC3=CC21)C)=O)C)=O)C(F)(F)F